N1(CCOCC1)CCS(=O)(=O)O L-2-(N-morpholinyl)ethanesulfonic acid